ClC=1C=C(C=C(C1)NS(=O)(=O)C)C=1C(=NSC1C(=O)N)C1=NC=CC=C1 (3-chloro-5-(methylsulfonylamino)phenyl)-3-(pyridin-2-yl)isothiazole-5-carboxamide